methyl-(triphenylphosphine) bromide [Br-].CC1=C(C=CC=C1)P(C1=CC=CC=C1)C1=CC=CC=C1